C(C)(C)(C)C1=CC=C(C=C1)S(=O)(=O)N1C(CCC1)C(=O)NO 1-((4-(tert-butyl)phenyl)sulfonyl)-N-hydroxypyrrolidine-2-carboxamide